C1=CC=CC=2[Se]C3=CC=CC=C3[Se]C12 selenanthrene